imidazole dimethyl-phthalate COC(C=1C(C(=O)OC)=CC=CC1)=O.N1C=NC=C1